ClC1=NC=CC(=C1F)C1=NN(C=C1C(C)N(C(OC(C)(C)C)=O)C)C([2H])([2H])[2H] tert-butyl (1-(3-(2-chloro-3-fluoropyridin-4-yl)-1-(methyl-d3)-1H-pyrazol-4-yl)ethyl)(methyl)carbamate